ClC1=C(C=CC=C1Cl)N1CCN(CC1)C(CCCN1C=NC2=C(C=NC=3C=CC(=CC23)C)C1=O)=O 3-(4-(4-(2,3-dichlorophenyl)piperazin-1-yl)-4-oxobutyl)-9-methylpyrimido[5,4-c]quinolin-4(3H)-one